[2-(4-isopropylphenyl)imidazo[1,2-a]pyrimidin-3-yl]methyl-[3,8-diazabicyclo[3.2.1]oct-8-yl]methanone C(C)(C)C1=CC=C(C=C1)C=1N=C2N(C=CC=N2)C1CC(=O)N1C2CNCC1CC2